3-(methoxy-carbamoyl)-5-methylthiophene-2-carboxylic acid CONC(=O)C1=C(SC(=C1)C)C(=O)O